adenosine diphosphate potassium salt [K+].P([O-])(=O)(OP(=O)([O-])[O-])OC[C@@H]1[C@H]([C@H]([C@@H](O1)N1C=NC=2C(N)=NC=NC12)O)O.[K+].[K+]